BrC1=CC2=C(N=C(S2)N)C=C1OCCOC 6-bromo-5-(2-methoxyethoxy)benzo[d]thiazol-2-amine